tert-Butyl 2-(2-chloro-3-nitropyridin-4-ylamino)ethylcarbamate ClC1=NC=CC(=C1[N+](=O)[O-])NCCNC(OC(C)(C)C)=O